FC=1C=C(C=CC1OC=1N=CSC1C1=NC(=NC=C1)N[C@@H]1CNCCC1)C=1C(=C(C=CC1)S(=O)(=O)N)Cl [3-Fluoro-4-[[5-[2-[[(3S)-3-piperidinyl]amino]pyrimidin-4-yl]-4-thiazolyl]oxy]phenyl]2-chlorobenzenesulfonamide